O[C@@H]1C=2C=CC(=CC2CC[C@H]1[C@H]1N2C(C3=CC=CC=C13)=CN=C2)C(=O)NC (5S,6S)-5-hydroxy-6-((R)-5H-imidazo[5,1-a]isoindol-5-yl)-N-methyl-5,6,7,8-tetrahydronaphthalene-2-carboxamide